N1=CC=C(C=C1)C1CCN(CC1)CC1CNCCC1 3-((4-(pyridin-4-yl)piperidin-1-yl)methyl)piperidine